PYRIMIDINODIAZEPINE N1N=CC=CC2=C1C=NC=N2